CC1C(CCCC1N)N(C(C)CC(C)C)C(C)CC(C)C 2-methyl-N,N-bis(4-methylpentane-2-yl)cyclohexane-1,3-diamine